C(C1=CC=CC=C1)OC1=CC(=CC=2CCOC21)[N+](=O)[O-] 7-benzyloxy-5-nitro-2,3-dihydrobenzofuran